C(C=C)(=O)OCC(=O)O acrylooxyacetic acid